1-(6-(4-((4-(3-((4-((5-chloropyrimidin-2-yl)amino)piperidin-1-yl)sulfonyl)phenyl)-piperazin-1-yl)methyl)piperidin-1-yl)-1-methyl-1H-indazol-3-yl)dihydropyrimidine-2,4(1H,3H)-dione ClC=1C=NC(=NC1)NC1CCN(CC1)S(=O)(=O)C=1C=C(C=CC1)N1CCN(CC1)CC1CCN(CC1)C1=CC=C2C(=NN(C2=C1)C)N1C(NC(CC1)=O)=O